N,N-Bis(2,4-dimethoxybenzyl)-3-(((4-methoxy-3-(1-methyl-1H-1,2,4-triazol-3-yl)-5-nitrobenzyl)oxy)methyl)aniline COC1=C(CN(C2=CC(=CC=C2)COCC2=CC(=C(C(=C2)[N+](=O)[O-])OC)C2=NN(C=N2)C)CC2=C(C=C(C=C2)OC)OC)C=CC(=C1)OC